(2R,3S)-3-((6-fluoro-2-(2-methoxy-7-methylquinoxalin-5-yl)thiazolo[5,4-b]pyridin-5-yl)oxy)butan-2-yl (5-fluoropyridin-3-yl)carbamate FC=1C=C(C=NC1)NC(O[C@H](C)[C@H](C)OC1=C(C=C2C(=N1)SC(=N2)C2=C1N=CC(=NC1=CC(=C2)C)OC)F)=O